difluoromethyl-4,6-dimorpholino-[2,5'-bipyrimidin]-2'-amine FC(F)C=1C(=NC(=NC1N1CCOCC1)C=1C=NC(=NC1)N)N1CCOCC1